C(C)(=O)C1=CN(C2=CC=C(C=C12)C=1C=NC=2N(C1)N=CC2)CC(=O)N2[C@@H](C[C@H](C2)F)C(=O)NC2=NC(=CC=C2)Br (2S,4R)-1-(2-(3-acetyl-5-(pyrazolo[1,5-a]pyrimidin-6-yl)-1H-indol-1-yl)acetyl)-N-(6-bromopyridin-2-yl)-4-fluoropyrrolidine-2-carboxamide